tert-butyl 4-(4-((4-([1,2,4]triazolo[1,5-a]pyridin-7-yloxy)-3-methylphenyl)amino)-6-fluoropyrrolo[2,1-f][1,2,4]triazin-5-yl)piperidine-1-carboxylate N=1C=NN2C1C=C(C=C2)OC2=C(C=C(C=C2)NC2=NC=NN1C2=C(C(=C1)F)C1CCN(CC1)C(=O)OC(C)(C)C)C